C(CCCCCCC\C=C/CCCCCCCC)OC(CCCCCCCCCCCCCCC(C)C)=O.C(CCCCCCCCCCCCCCCCC)(=O)OCCCCCCCC\C=C/CCCCCCCC oleyl stearate oleyl-isostearate